C(C)C(CC1=CC=C(C=C1)C(CC(=O)OC)=O)CCCC methyl 3-(4-(2-ethylhexyl) phenyl)-3-oxopropanoate